ClC=1C2=CC=CC=C2C(=C2C=CC=CC12)Cl 9,10-Dichloroanthracene